ClC1=C(C(=C(C=C1OC)OC)Cl)C=1C(N(C2=CC(=NC=C2C1)NC)C1CCN(CC1)C(\C=C\CN(C)C)=O)=O (E)-3-(2,6-dichloro-3,5-dimethoxyphenyl)-1-(1-(4-(dimethylamino)but-2-enoyl)piperidin-4-yl)-7-(methylamino)-1,6-naphthyridin-2(1H)-one